OC=1C=C(C=CC1)C=O (3-hydroxyphenyl)methanone